BrC=1C=C(C(=O)OC2=C3C(=CNC3=CC=C2)CCN(C)C)C=C(C1)C(C)C 3-(2-(dimethylamino)ethyl)-1H-indol-4-yl 3-bromo-5-isopropylbenzoate